CC=1C=C(C=CC1C)C1=CC=CC=C1 3',4'-dimethylbiphenyl